BrC1=C(N=NN1)C(=O)O bromotriazolic acid